N,N'-di(3-tolyl)-N,N'-diphenyl-benzidine C1(=CC(=CC=C1)N(C1=CC=C(C=C1)C1=CC=C(N(C2=CC=CC=C2)C=2C=C(C=CC2)C)C=C1)C1=CC=CC=C1)C